FC1=CC=C(C=C1)C1=NC2=C(N1)C=CC=C2 2-(4-fluorophenyl)-1H-benzimidazole